Zirconium-tin [Sn].[Zr]